N1N=NN=C1CCCNC(CN1C(C(C2=CC(=CC(=C12)O)C1CC1)(C)C)=O)=O N-(3-(1H-tetrazol-5-yl)propyl)-2-(5-cyclopropyl-7-hydroxy-3,3-dimethyl-2-oxoindolin-1-yl)acetamide